COC1=CC=C(CN(CC(=O)OCC)C=2C=3N(N=C(C2)N2CCOCC2)C(=CN3)C(F)(F)F)C=C1 ethyl N-(4-methoxybenzyl)-N-(6-morpholino-3-(trifluoromethyl)imidazo[1,2-b]pyridazin-8-yl)glycinate